OC1=C(C(=CC(=C1C(=O)N)CCCCC)O)C1=C(C=CC(=C1)C)C(=C)C 2,6-dihydroxy-5'-methyl-4-pentyl-2'-(prop-1-en-2-yl)-[1,1'-biphenyl]-3-carboxamide